C(C)(C)(C)C1=C(C(=CC(=C1)SC(C)(C)SC1=CC(=C(C(=C1)C(C)(C)C)O)C(C)(C)C)C(C)(C)C)O 2,6-ditert-butyl-4-[2-(3,5-ditertbutyl-4-hydroxyphenyl)sulfanylpropan-2-ylsulfanyl]phenol